2-(6-amino-5-methoxy-3-pyridinyl)acetonitrile NC1=C(C=C(C=N1)CC#N)OC